COC1=NC2=C(NC1=O)N=CC=C2C2=CC=1C(NCCC1N2)=O 2-methoxy-8-(4-oxo-4,5,6,7-tetrahydro-1H-pyrrolo[3,2-c]pyridin-2-yl)pyrido[2,3-b]pyrazin-3(4H)-one